FC1=C(C=CC(=C1)F)N1N=CC(=N1)C(=O)N1[C@H](C2=CC=CC=C2[C@H](C1)C=1C=NN(C1C)C)C [2-(2,4-difluorophenyl)triazol-4-yl]-[(1S,4S)-4-(1,5-dimethylpyrazol-4-yl)-1-methyl-3,4-dihydro-1H-isoquinolin-2-yl]methanone